trans-2-(thien-3-yl)cyclopropylamine S1C=C(C=C1)[C@H]1[C@@H](C1)N